NCC1=CC(=C(C(=C1)C)NC(=O)C1=CC2=C(OCCC3=C2SC=C3)C=C1C=1C(=NC=CC1)C(=O)[O-])C 3-(9-((4-(aminomethyl)-2,6-dimethylphenyl)carbamoyl)-4,5-dihydrobenzo[b]thieno[2,3-d]oxepin-8-yl)picolinate